C(OC(C(C)C)OOC(C)(C)CC)([O-])=O tert-amyl-peroxy-isobutyl monocarbonate